(E)-N1-(5-(3-((3,5-dichlorophenyl)amino)-3-oxoprop-1-en-1-yl)-2,3-dihydro-1H-inden-1-yl)-N8-((tetrahydro-2H-pyran-2-yl)oxy)octanediamide ClC=1C=C(C=C(C1)Cl)NC(/C=C/C=1C=C2CCC(C2=CC1)NC(CCCCCCC(=O)NOC1OCCCC1)=O)=O